C1(C(C=C1)=O)=O cyclobut-3-en-1,2-dione